1,2-bis(trismesitoylstannyl)terephthalate C1(=C(C(=CC(=C1)C)C)C(=O)[Sn](C1(C(=O)[O-])C(C=C(C(=O)[O-])C=C1)[Sn](C(=O)C1=C(C=C(C=C1C)C)C)(C(=O)C1=C(C=C(C=C1C)C)C)C(=O)C1=C(C=C(C=C1C)C)C)(C(=O)C1=C(C=C(C=C1C)C)C)C(=O)C1=C(C=C(C=C1C)C)C)C